OCC=1C=C2C=CC(=NC2=CC1)C1(COC1)N(S(=O)C(C)(C)C)C N-(3-(6-(Hydroxymethyl)quinolin-2-yl)oxetan-3-yl)-N,2-dimethylpropane-2-sulfinamide